1-(4-Methoxyphenyl)ethanone COC1=CC=C(C=C1)C(C)=O